5-(azepan-2-ylmethoxy)-7-chloro-8-fluoro-2-(methylsulfanyl)pyrido[4,3-d]pyrimidin-4-ol N1C(CCCCC1)COC1=NC(=C(C=2N=C(N=C(C21)O)SC)F)Cl